BrC1=CC2=CC3=C(OCCO3)C=C2C=C1Br 7,8-dibromo-2,3-dihydronaphtho[2,3-b][1,4]dioxin